4-(1-hydroxyethyl)-2-vinyl-deuteroporphyrin OC(C)C12C(C(=C(N1)C=C1C=CC(C=C3C=CC(=CC=4C=CC(=C2)N4)N3)=N1)C=C)[2H]